(±)-(4Z)-4-(1,3-Benzothiazol-6-ylmethylene)-2-[[cis-4-hydroxycycloheptyl]amino]-1H-imidazol-5-one S1C=NC2=C1C=C(C=C2)\C=C\2/N=C(NC2=O)N[C@@H]2CC[C@@H](CCC2)O |r|